(3R)-1-(7-(8-ethynyl-7-fluoronaphthalen-1-yl)-8-fluoro-2-(((S)-1-methylpyrrolidin-2-yl)methoxy)-6-nitroquinazolin-4-yl)-3-methylpiperidin-3-ol C(#C)C=1C(=CC=C2C=CC=C(C12)C1=C(C=C2C(=NC(=NC2=C1F)OC[C@H]1N(CCC1)C)N1C[C@@](CCC1)(O)C)[N+](=O)[O-])F